N-[3-[(5-tert-butyl-4-methyl-thiazol-2-yl)amino]-3-oxo-propyl]-3-(2-methyltetrazol-5-yl)benzamide C(C)(C)(C)C1=C(N=C(S1)NC(CCNC(C1=CC(=CC=C1)C=1N=NN(N1)C)=O)=O)C